2-vinyl-tetrahydrofuran-3,4-diol C(=C)C1OCC(C1O)O